3,6-diphenyl-9-(2-phenyl-4-(4-(2,2'',6,6''-tetraphenyl-[4,2':6',4''-terpyridin]-4'-yl)phenyl)pyridin-3-yl)-9H-carbazole C1(=CC=CC=C1)C=1C=CC=2N(C3=CC=C(C=C3C2C1)C1=CC=CC=C1)C=1C(=NC=CC1C1=CC=C(C=C1)C1=CC(=NC(=C1)C1=CC(=NC(=C1)C1=CC=CC=C1)C1=CC=CC=C1)C1=CC(=NC(=C1)C1=CC=CC=C1)C1=CC=CC=C1)C1=CC=CC=C1